ClCCC=1C(=O)NC(C1)=O chloroethyl-maleimide